2,3-dihydroxy-5-hydroxymethyl-dioxane OC1OCC(OC1O)CO